C(C)[C@]1(C(OCC=2C(N3CC=4N5C6=C(C=C(C=C6C(C4C3=CC21)=O)F)[C@@](CC5)(C)O)=O)=O)O (3S,9S)-9-ethyl-5-fluoro-3,9-dihydroxy-3-methyl-2,3,12,15-tetrahydro-1H,7H,13H-pyrano[3',4':6,7]indolizino[2,1-b]pyrido[3,2,1-ij]quinoline-7,10,13(9H)-trione